(±)-tert-butyl (2-((4-oxooctan-2-yl)thio)ethyl)carbamate O=C(C[C@@H](C)SCCNC(OC(C)(C)C)=O)CCCC |r|